N(=[N+]=[N-])C=1N=C(C=2N=CN([C@H]3[C@H](O)[C@H](O)[C@@H](CO)O3)C2C1)N 3-deaza-2-azidoadenosine